PYRIMIDIN-4-ONE N1=CNC(C=C1)=O